N-[(2,3-difluorophenyl)methylidene]Hydroxylamine FC1=C(C=CC=C1F)C=NO